CC1=CC=CC(=N1)C1=C(N=CN1)C=1C=C2C=C(C=NC2=CC1)C(=O)O[C@@H]1[C@H](CCCC1)N (1S,2S)-2-aminocyclohexyl 6-(5-(6-methylpyridin-2-yl)-1H-imidazol-4-yl)quinoline-3-carboxylate